CC(CN1C=NC(=C1)C1=NC(=NC=C1C(F)(F)F)NC1CCN(CC1)S(=O)(=O)C1=NC=CC=C1)(C)O 2-Methyl-1-(4-(2-((1-(pyridin-2-ylsulfonyl)piperidin-4-yl)amino)-5-(trifluoromethyl)pyrimidin-4-yl)-1H-imidazol-1-yl)propan-2-ol